CN(S(=O)(=O)C1=CC=C(C=C1)N1[C@@H]2C[C@H]([C@H](C1)C2)OCC=2C(=NOC2C2CC2)C2=C(C=CC=C2Cl)Cl)CC(=O)O 2-{N-methyl-4-[(1S,4S,5R)-5-{[5-cyclopropyl-3-(2,6-dichlorophenyl)-1,2-oxazol-4-yl]methoxy}-2-azabicyclo[2.2.1]heptan-2-yl]benzenesulfonamido}acetic acid